CCCCCCCCCCCCCCCCCCCCCCCC(=O)CC(=O)SCCNC(=O)CCNC(=O)[C@@H](C(C)(C)COP(=O)(O)OP(=O)(O)OC[C@@H]1[C@H]([C@H]([C@@H](O1)N2C=NC3=C(N=CN=C32)N)O)OP(=O)(O)O)O The molecule is a 3-oxo-fatty acyl-CoA that results from the formal condensation of the thiol group of coenzyme A with the carboxy group of 3-oxohexacosanoic acid. It has a role as a human metabolite and a Saccharomyces cerevisiae metabolite. It is a very long-chain fatty acyl-CoA and a 3-oxo-fatty acyl-CoA. It derives from a hexacosanoyl-CoA and a 3-oxohexacosanoic acid. It is a conjugate acid of a 3-oxohexacosanoyl-CoA(4-).